3-(4-(((1-(4-(5,7-dimethoxy-4-oxo-3,4-dihydroquinazolin-2-yl)phenyl)piperidin-4-yl)(methyl)amino)methyl)-2-fluorophenyl)piperidine-2,6-dione COC1=C2C(NC(=NC2=CC(=C1)OC)C1=CC=C(C=C1)N1CCC(CC1)N(C)CC1=CC(=C(C=C1)C1C(NC(CC1)=O)=O)F)=O